cholest-5,8(14)-dien-3beta-ol CC(C)CCC[C@@H](C)[C@H]1CCC2=C3CC=C4C[C@H](CC[C@]4(C)[C@H]3CC[C@]12C)O